C1=C(C=CC2=CC(=CC=C12)C1=CC=C(C=C1)N1C2=CC=CC=C2C=2C=C(C=CC12)C1=CC=C(C=C1)C1=CC2=CC=CC=C2C=C1)C1=CC2=CC=CC=C2C=C1 9-[4-(2,2'-binaphthyl-6-yl)phenyl]-3-[4-(2-naphthyl)phenyl]-9H-carbazole